O1CCN(CC1)C=1OC2=C(N1)C=C(C(=C2)[N+](=O)[O-])O 2-morpholino-6-nitrobenzo[d]oxazol-5-ol